(dimethylamino)-1,2,2,6,6-pentamethylpiperidine CN(C)C1C(N(C(CC1)(C)C)C)(C)C